ClCCC(=C(C1=CC=C(C=C1)O)C1=CC=C(C=C1)N1CCN(CC1)CC=1C=C2CN(C(C2=C(C1)F)=O)C1C(NC(CC1)=O)=O)C1=CC=CC=C1 3-(5-((4-(4-(4-chloro-1-(4-hydroxyphenyl)-2-phenylbut-1-en-1-yl)phenyl)piperazin-1-yl)methyl)-7-fluoro-1-oxoisoindolin-2-yl)piperidine-2,6-dione